CN1C(C2=C(CCC=C1)C(=CN2)C2=NC(=NC=C2C(F)(F)F)NC2CNCCC2)=O 8-methyl-3-{2-[(piperidin-3-yl)amino]-5-(trifluoromethyl)pyrimidin-4-yl}-1H,4H,5H,8H,9H-pyrrolo[2,3-c]azocin-9-one